3-(bicyclo[1.1.1]pentan-1-ylamino)-4-(quinolin-6-ylamino)cyclobut-3-ene-1,2-dione C12(CC(C1)C2)NC=2C(C(C2NC=2C=C1C=CC=NC1=CC2)=O)=O